1-(3-chloro-2-fluorobenzyl)-4-((3-fluoro-6-(5-methylthiazol-2-ylamino)pyridin-2-yl)methyl)-2-(methoxymethyl)piperidine-4-carboxylic acid ClC=1C(=C(CN2C(CC(CC2)(C(=O)O)CC2=NC(=CC=C2F)NC=2SC(=CN2)C)COC)C=CC1)F